CC=1C=C(C=C(C1)C)PC1=CC(=CC(=C1)C)C bis-(3,5-dimethylphenyl)phosphine